C1=CC=CC=2OC3=CC=CC(=C3OC12)S(=O)(=O)[O-] oxanthrene-9-sulfonate